FC(C(=O)O)(F)F.NC1=CC(=NC(=N1)C(F)F)NC1=CC(=C(C=N1)C=1C=NN(C1)CCO)OC 2-(4-(6-((6-amino-2-(difluoromethyl)pyrimidin-4-yl)amino)-4-methoxypyridin-3-yl)-1H-pyrazol-1-yl)ethan-1-ol trifluoroacetate